CC1=NOC(=C1COC=1C=C(C(=O)NC(=O)C2=NC3=CC=CC=C3C=C2)C=CC1)C N-(3-((3,5-dimethylisoxazol-4-yl)methoxy)benzoyl)quinoline-2-carboxamide